C(C)(C)(C)[Sn](C=C)(C(C)(C)C)C(C)(C)C tri-tert-butyl(ethenyl)stannane